5-methoxy-4-({6-[(1r,2s)-5'-methoxy-2'-oxo-1',2'-dihydrospiro[cyclopropan-1,3'-indol]-2-yl]-1H-indazol-3-yl}amino)-N,2-dimethyl-benzene-1-sulfonamide COC=1C(=CC(=C(C1)S(=O)(=O)NC)C)NC1=NNC2=CC(=CC=C12)[C@@H]1C[C@@]12C(NC1=CC=C(C=C21)OC)=O